C1(=CC=CC2=CC=CC=C12)C(=O)N1CCN(CC1)C([C@H](CCCCNC(OCC1=CC=CC=C1)=O)NC(OC(C)(C)C)=O)=O (S)-Benzyl tert-butyl (6-(4-(1-naphthoyl)piperazin-1-yl)-6-oxohexane-1,5-diyl)dicarbamate